ClC1=C2C(=NC=C1OC1=CC(=NC=C1)NC(CNCCF)=O)N=C(N2C)NC=2C(N(C=C(C2)C(F)(F)F)C)=O N-(4-((7-chloro-1-methyl-2-((1-methyl-2-oxo-5-(trifluoromethyl)-1,2-dihydropyridin-3-yl)amino)-1H-imidazo[4,5-b]pyridin-6-yl)oxy)pyridin-2-yl)-2-((2-fluoroethyl)amino)acetamide